6-(cyclohex-1-en-1-yl)-2-(3-methoxy-2,6-dimethylbenzyl)-5-methylpyridazine-3(2H)-thione C1(=CCCCC1)C=1C(=CC(N(N1)CC1=C(C(=CC=C1C)OC)C)=S)C